N-(cis-4-(Difluoromethoxy)cyclohexyl)-5-(imidazo[1,2-a]pyrimidin-6-yl)-4-methoxypyrrolo[2,1-f][1,2,4]triazin-2-amine FC(O[C@H]1CC[C@H](CC1)NC1=NN2C(C(=N1)OC)=C(C=C2)C=2C=NC=1N(C2)C=CN1)F